C1(=CC=CC=C1)[B-](C1=CC=CC=C1)(C1=CC=CC=C1)C1=CC=CC=C1.C(C1=CC=CC=C1)[N+](CCCC)(CCCC)CCCC benzyl-(tri-n-butyl)ammonium tetraphenyl-borate